C1(=CC=CC=C1)C(C(C(C(C1=CC=CC=C1)(C1=CC=CC=C1)C1=CC=CC=C1)(C1=CC=CC=C1)C1=CC=CC=C1)(C1=CC=CC=C1)C1=CC=CC=C1)CCCC octaphenyloctane